C(C)(C)C([Ge](N)CC)(C(C)C)C(C)C tris(isopropyl)ethylmethyl-aminogermanium